COC1=CC=C(CN2[C@@H]([C@H]3CC[C@@H](C2)N3C(=O)[O-])COS(=O)(=O)C)C=C1 (1R,2S,5S)-3-(4-methoxybenzyl)-2-((methylsulfonyloxy)methyl)-3,8-diazabicyclo[3.2.1]Octane-8-carboxylate